FC(C1=NN(C(=C1C)C)C1=NC(=CC=C1C(C)O)N1C=NC2=C1C=CC(=C2)NC=2N=NC(=CC2)C)F 1-[2-[3-(difluoromethyl)-4,5-dimethyl-pyrazol-1-yl]-6-[5-[(6-methylpyridazin-3-yl)amino]benzimidazol-1-yl]-3-pyridinyl]ethanol